N-(4-((3-chloro-4-fluorophenyl)amino)-7-(((S)-tetrahydrofuran-3-yl)oxy)quinazolin-6-yl)-2-(2-((2-(2,6-dioxopiperidin-3-yl)-1,3-dioxoisoindolin-4-yl)thio)ethoxy)acetamide ClC=1C=C(C=CC1F)NC1=NC=NC2=CC(=C(C=C12)NC(COCCSC1=C2C(N(C(C2=CC=C1)=O)C1C(NC(CC1)=O)=O)=O)=O)O[C@@H]1COCC1